benzyl (3S)-3-(2-aminoethyl)-3,4-dihydroisoquinoline-2(1H)-carboxylate NCC[C@H]1N(CC2=CC=CC=C2C1)C(=O)OCC1=CC=CC=C1